C(C)(C)(C)C1=NC(=C2N1C=CN=C2N)C=2C=CC1=C(N=C(O1)N)C2 3-tert-butyl-1-(2-aminobenzo[d]oxazol-5-yl)imidazo[1,5-a]pyrazin-8-amine